tert-butyl (S)-4-((1S,2S)-1-(benzyloxy)-2,3-dihydroxypropyl)-2,2-dimethyloxazolidine-3-carboxylate C(C1=CC=CC=C1)O[C@H]([C@H](CO)O)[C@H]1N(C(OC1)(C)C)C(=O)OC(C)(C)C